[2H]C=1C(NC=2N(C1C(=O)OC)N=C(N2)N2CCOCC2)=O methyl 6-deuterio-2-morpholino-5-oxo-4H-[1,2,4]triazolo[1,5-a]pyrimidine-7-carboxylate